FC(C(=O)O)(F)F.CC(C)NC1=NC=2C=C(C(=CC2C2=C1CCC2)O)OCCCN2CCCC2 4-[(propan-2-yl)amino]-7-[3-(pyrrolidin-1-yl)propoxy]-1H,2H,3H-cyclopenta[c]quinolin-8-ol trifluoroacetate